C(#N)C=1C=C(C=NC1)N(S(=O)(=O)C(C)C)CC=1SC(=CN1)C=1OC(=NN1)C(F)F N-(5-cyanopyridin-3-yl)-N-({5-[5-(difluoromethyl)-1,3,4-oxadiazol-2-yl]-1,3-thiazol-2-yl}methyl)propane-2-sulfonamide